acrylic amino ester NOC(C=C)=O